FC(C(=O)O)(F)F.NC=1C(=NC(=CN1)C=1C=NN(C1)C1CCNCC1)C(=O)O[C@@H](C(NC1=CC=NC=C1)=O)C1=CC=CC=C1 (R)-2-oxo-1-phenyl-2-(pyridin-4-ylamino)ethyl 3-amino-6-(1-(piperidin-4-yl)-1H-pyrazol-4-yl)pyrazine-2-carboxylate 2,2,2-trifluoroacetate